O=C1C=2C=C(NC2CCC1)C(=O)[O-] 4-oxo-4,5,6,7-tetrahydro-1H-indole-2-carboxylate